C(C)(C)(C)C1=NC(=NO1)C(=O)Cl 5-(tert-butyl)-1,2,4-oxadiazole-3-carbonyl chloride